3-(4-methyl-1H-indol-3-yl)propionic acid CC1=C2C(=CNC2=CC=C1)CCC(=O)O